N1=CC(=CC=C1)C1=CC=C(S1)C=1SC=CC1 5-(3-PYRIDYL)-2,2'-BITHIOPHEN